3-ethyl-1,4-dimethylpyrrolidine C(C)C1CN(CC1C)C